8-(2-(methoxycarbonyl)-6-(propylcarbamoyl)pyridin-3-yl)-6-((4-nitrophenyl)sulfonyl)-5,6-dihydro-4H-benzo[b]thieno[2,3-d]azepine-9-carboxylic acid COC(=O)C1=NC(=CC=C1C=1C(=CC2=C(N(CCC3=C2SC=C3)S(=O)(=O)C3=CC=C(C=C3)[N+](=O)[O-])C1)C(=O)O)C(NCCC)=O